CC1(CC=NO1)CCC=C(C)C 5-methyl-5-(4-methylpent-3-en-1-yl)-4,5-dihydroisoxazole